C(C)(C)(C)OC(N[C@@H](COCC1=NC(=CC(=N1)N)C)C)=O (R)-(1-((4-amino-6-methylpyrimidin-2-yl)methoxy)propan-2-yl)carbamic acid tert-butyl ester